1-(6-(2-methylbenzoyl)-9-ethylcarbazol-3-yl)-ethane-1-one CC1=C(C(=O)C=2C=C3C=4C=C(C=CC4N(C3=CC2)CC)C(C)=O)C=CC=C1